bis-hydroxyisopropyl-p-toluidine OC1=C(N(C(C)C)O)C=CC(=C1)C